N-(2,6-dimethylpyrimidin-4-yl)-5-[2-methyl-5-[[(2S)-1-methylazetidin-2-yl]methoxy]-4-pyridyl]pyrazolo[1,5-a]pyridin-2-amine CC1=NC(=CC(=N1)NC1=NN2C(C=C(C=C2)C2=CC(=NC=C2OC[C@H]2N(CC2)C)C)=C1)C